2-hydroxy-3,5-dimethoxybenzaldehyde OC1=C(C=O)C=C(C=C1OC)OC